F[C@H]1[C@H](CN(C1)C=1C=NC2=NC(=CC=C2C1)C1=CC2=CN(N=C2C(=C1OCOC)C)C)N(C(OC(C)(C)C)=O)C tert-butyl N-[(3S,4R)-4-fluoro-1-{7-[6-(methoxymethoxy)-2,7-dimethylindazol-5-yl]-1,8-naphthyridin-3-yl}pyrrolidin-3-yl]-N-methylcarbamate